R-1-isopropylamino-3-(4-carboxy-1-naphthoxy)-2-propanol C(C)(C)NC[C@H](COC1=CC=C(C2=CC=CC=C12)C(=O)O)O